Ethyl 4-hydroxyquinoline-2-carboxylate OC1=CC(=NC2=CC=CC=C12)C(=O)OCC